N,N'-bis(phenanthrene-9-yl)-N,N'-bis(phenyl)-benzidine C1=CC=CC=2C3=CC=CC=C3C(=CC12)N(C1=CC=C(C=C1)C1=CC=C(N(C2=CC=CC=C2)C=2C3=CC=CC=C3C=3C=CC=CC3C2)C=C1)C1=CC=CC=C1